P(=O)(O)(O)F.N1C=NC=C1 imidazole fluorophosphate